Dimethyl 2-chloro-5-fluoro-6-methoxypyridine-3,4-dicarboxylate ClC1=NC(=C(C(=C1C(=O)OC)C(=O)OC)F)OC